C1(=CC=CC=C1)OC(NC1=NC(=CC(=N1)CC)CC)=O (4,6-diethyl-pyrimidine-2-yl)-carbamic acid phenyl ester